(R)-1-amino-1-(4-(bicyclo[2.2.2]oct-1-ylmethoxy)phenyl)-2-methylpropan-2-ol N[C@@H](C(C)(O)C)C1=CC=C(C=C1)OCC12CCC(CC1)CC2